2,2,6,6-tetramethyl-4-piperidinyl octadecanate C(CCCCCCCCCCCCCCCCC)(=O)OC1CC(NC(C1)(C)C)(C)C